O1N=CC=C1CNC(C1=CC(=CC=C1)C=1N=NC(=CC1)N1CCCC1)=O N-(isoxazol-5-ylmethyl)-3-(6-(pyrrolidin-1-yl)pyridazin-3-yl)benzamide